COC1(OC2=C(OC1)C=CC=C2)C=2NCCN2 2-(3-methoxy-2H-1,4-benzodioxin-3-yl)-4,5-dihydro-1H-imidazole